C(C)(C)N1C(C=NC=2C=NC(=NC12)NC1CCC(CC1)NC(OC(C)(C)C)=O)=O tert-butyl ((1r,4r)-4-((8-isopropyl-7-oxo-7,8-dihydropteridin-2-yl)amino)cyclohexyl)carbamate